C(C)(C)(C)C=1C=C(OCCC(=O)OCC(COC(CCOC2=CC(=C(C(=C2)C(C)(C)C)O)C(C)(C)C)=O)(COC(CCOC2=CC(=C(C(=C2)C(C)(C)C)O)C(C)(C)C)=O)COC(CCOC2=CC(=C(C(=C2)C(C)(C)C)O)C(C)(C)C)=O)C=C(C1O)C(C)(C)C Pentaerythritol tetrakis[3-(3,5-di-tert-butyl-4-hydroxyphenoxy) propionate]